C(C)(C)N(P(OC(CCOC(C1=CC=CC=C1)(C1=CC=C(C=C1)OC)C1=CC=C(C=C1)OC)C1=CC(OC2=CC(=CC=C12)N(CC)CC)=O)OCCC#N)C(C)C 3-(bis(4-methoxyphenyl)(phenyl)methoxy)-1-(7-(diethylamino)-2-oxo-2H-chromen-4-yl)propyl (2-cyanoethyl) diisopropylphosphoramidite